4-((tert-Butyldimethylsilyl)oxy)bicyclo(2.2.2)octane-1-carboxylic acid methyl ester COC(=O)C12CCC(CC1)(CC2)O[Si](C)(C)C(C)(C)C